3-(2-chlorophenoxy)-2,2-dimethylpropionic acid methyl ester COC(C(COC1=C(C=CC=C1)Cl)(C)C)=O